(2-bromophenyl)-6,7-dihydrooxazolo[5,4-d]pyrrolo[1,2-a]pyrimidin-9(5H)-one BrC1=C(C=CC=C1)C=1OC=2N=C3N(C(C2N1)=O)CCC3